N-isopropyl-N-phenyl-6-pyridin-2-yl-[1,3,5]triazine-2,4-diamine C(C)(C)N(C1=NC(=NC(=N1)N)C1=NC=CC=C1)C1=CC=CC=C1